2-[2-hydroxy-ethoxy]-ethyl-oxy-phenyl-acetate OCCOCCOC(C(=O)[O-])C1=CC=CC=C1